C1(=CC=C(C=C1)C[C@H](C[C@H](C(=O)O)C)N)C1=CC=CC=C1 (2r,4s)-5-([1,1'-biphenyl]-4-yl)-4-amino-2-methylpentanoic acid